4-cyclopropyl-3-(isoquinolin-4-yl)-N-[2-(trifluoromethyl)pyridin-4-yl]-1,2-thiazole-5-carboxamide C1(CC1)C=1C(=NSC1C(=O)NC1=CC(=NC=C1)C(F)(F)F)C1=CN=CC2=CC=CC=C12